5-(5-((1-amino-3,3-difluorocyclobutyl)methoxy)-2-methylpyridin-4-yl)pyrazolo[1,5-a]pyridin-2-amine NC1(CC(C1)(F)F)COC=1C(=CC(=NC1)C)C1=CC=2N(C=C1)N=C(C2)N